FC(CC(=O)O)(C1=CC(=CC(=C1)C(F)(F)F)C(F)(F)F)F β,β-difluoro-3,5-bis(trifluoromethyl)-benzenepropanoic acid